Cl.CC=1C=C(C=C(C1N)C)C1=CC(=C(N)C(=C1)C)C 3,3',5,5'-tetramethylbenzidine hydrochloride